C(C)OC(C(CC(C)C)N1C(C(=CC=C1)CCNC(=O)OCC1=CC=CC=C1)=O)=O.NCCC=1C(N(C=CC1)C(C(=O)OCC)CC(C)C)=O ethyl 2-(3-(2-aminoethyl)-2-oxopyridin-1(2H)-yl)-4-methylpentanoate Ethyl-2-(3-(2-(benzyloxycarbonylamino)ethyl)-2-oxopyridin-1(2H)-yl)-4-methylpentanoate